C(C)(C)(C)[S@@](=O)N=CCN(C(OC(C)(C)C)=O)C(C)(C)C1=CC(=NC=C1)Cl tert-butyl (R)-(2-((tert-butylsulfinyl)imino)ethyl)(2-(2-chloropyridin-4-yl)propan-2-yl)carbamate